C1(CCC2=CC=CC=C12)CC#N 2-(2,3-dihydro-1H-inden-1-yl)acetonitrile